[C@H]12CN(C[C@H](CC1)N2)C=2C1=C(N=C(N2)OCC23CC(CN3CC(C2)=C)=C)C(=C(N=C1)C1=CC=CC2=CC=C(C(=C12)C#C)F)F 4-((1R,5S)-3,8-diazabicyclo[3.2.1]octan-3-yl)-2-((2,6-dimethylenetetrahydro-1H-pyrrolizin-7a(5H)-yl)methoxy)-7-(8-ethynyl-7-fluoronaphthalen-1-yl)-8-fluoropyrido[4,3-d]pyrimidine